C(C)(C)(C)OC(CN1CCN(CCN(CCN(CC1)CC(OC(C)(C)C)=O)CC(OC(C)(C)C)=O)CC1=NN=C(O1)C12CCC(CC1)(CC2)C(=O)O)=O 4-(5-((4,7,10-tris(2-(tert-butoxy)-2-oxoethyl)-1,4,7,10-tetraazacyclododecan-1-yl)methyl)-1,3,4-oxadiazol-2-yl)bicyclo[2.2.2]octane-1-carboxylic acid